OC1(CCN(CC1)C1=NC=NC2=C(C=CC=C12)OC)C[SH2](=O)C=N (R)-{[4-hydroxy-1-(8-methoxyquinazolin-4-yl)piperidin-4-yl]methyl}(imino)methyl-λ6-sulfanone